C1(CC1)C1=CC(=CC(=N1)C(=O)NC1=CC(=CC=C1)C1(COC1)CC1=NN=CN1C)CN1C[C@H](CC1)F 6-cyclopropyl-4-{[(3S)-3-fluoropyrrolidin-1-yl]methyl}-N-(3-{3-[(4-methyl-1,2,4-triazol-3-yl)methyl]oxetan-3-yl}phenyl)pyridine-2-carboxamide